CN1N=CC=2C=3N=CC=C(NC4=NC=C(C(N[C@H](CCOC12)C)=C4)C=4SC=C(N4)C(C)(C)O)N3 2-{2-[(16S)-11,16-dimethyl-2,6,10,11,17,21,23-heptaaza-13-oxatetracyclo[16.3.1.13,7.08,12]tricosan-1(21),3(4),5,7(23),8(12),9,18(22),19-octaen-19-yl]-1,3-thiazol-4-yl}propan-2-ol